C(C)(=O)N1[C@@H]2C[C@@H]([C@H](C1)C2)NC(=O)NC2=NC=C(C(=C2)C2=C1N(N=C2)CC(C1)(C)C)Cl 1-((1S,4S,5S)-2-acetyl-2-azabicyclo[2.2.1]heptan-5-yl)-3-(5-chloro-4-(5,5-dimethyl-5,6-dihydro-4H-pyrrolo[1,2-b]pyrazol-3-yl)pyridin-2-yl)urea